2-bromo-6-[(2,4-dichlorophenyl)methoxy]pyridine BrC1=NC(=CC=C1)OCC1=C(C=C(C=C1)Cl)Cl